C1=C(C=CC=2SC3=C(C21)C=CC=C3)CC(C(=O)N3[C@@H](CCCC3)C(=O)O)CS (2S)-1-(3-(dibenzo[b,d]thiophen-2-yl)-2-(mercaptomethyl)propionyl)piperidine-2-carboxylic acid